4-((1-ethylcyclobutyl)methoxy)-2,2-difluoro-7-(trifluoromethylsulfanyl)-2,3-dihydro-1H-inden-1-ol C(C)C1(CCC1)COC1=C2CC(C(C2=C(C=C1)SC(F)(F)F)O)(F)F